3α,7α-dihydroxy-6a-ethyl-5β-cholan-24-oic acid O[C@H]1C[C@H]2[C@H]([C@H]([C@H]3[C@@H]4CC[C@H]([C@@H](CCC(=O)O)C)[C@]4(CC[C@@H]3[C@]2(CC1)C)C)O)CC